C(C)(C)(C)[C@H](N(C([O-])=O)C)[C@@H]1[C@H](C1)C#C |o1:4| rel-(tert-butyl N-methyl-N-[[(1S,2S)-2-ethynylcyclopropyl]methyl]carbamate)